C(C)(C)(C)[Si](C)(C)OC1=CC(=CC2=CC=CC=C12)OC tert-butyl-[(3-methoxy-1-naphthyl)oxy]-dimethyl-silane